12-methacryloxydodecylmethyldimethoxysilane C(C(=C)C)(=O)OCCCCCCCCCCCC[Si](OC)(OC)C